4-(4-oxo-4-(4-(5-(trifluoromethyl)pyrimidin-2-yl)piperidin-1-yl)butyl)phthalazin-1(2H)-one O=C(CCCC1=NNC(C2=CC=CC=C12)=O)N1CCC(CC1)C1=NC=C(C=N1)C(F)(F)F